C(#N)C1(C(CN(CC1)C(=O)OC(C)(C)C)C)O[Si](C)(C)C tert-butyl 4-cyano-3-methyl-4-((trimethylsilyl)oxy)piperidine-1-carboxylate